CC1(C2(OCCO2)CCC(C1)=O)C 6,6-dimethyl-1,4-dioxaspiro[4.5]Decan-8-one